C(C1=CC=CC=C1)NC(C1=CC(=CC=C1)N1N=CC2=C1CN(C2)C#N)=O N-benzyl-3-(5-cyano-5,6-dihydropyrrolo[3,4-c]pyrazol-1(4H)-yl)benzamide